[K].B(O)(O)O boric acid potassium